2,6-dihydroxy-3-cyclohexylaminobenzoic acid OC1=C(C(=O)O)C(=CC=C1NC1CCCCC1)O